N-[(1R,4S,5R,8S,9R,10R,12R,13R)-1,5,9-trimethyl-11,14,15,16-tetraoxatetracyclo[10.3.1.04,13.08,13]hexadecan-10-yl]acetamide C[C@]12CC[C@H]3[C@@H](CC[C@H]4[C@H]([C@@H](O[C@@H]([C@@]34OO1)O2)NC(C)=O)C)C